bis-(2-hydroxy-5-chlorobenzyl)sulfide OC1=C(CSCC2=C(C=CC(=C2)Cl)O)C=C(C=C1)Cl